anthraquinonyl sulfide C1(=CC=CC=2C(C3=CC=CC=C3C(C12)=O)=O)SC1=CC=CC=2C(C3=CC=CC=C3C(C12)=O)=O